(2S)-9-((3-Chlorothien-2-yl)(hydroxy)methyl)-2-(methoxymethyl)-2-methyl-1,2,4,7-tetrahydro-3H-pyrrolo[3',2':5,6]Pyrido[3,4-b]Pyrazin-3-one ClC1=C(SC=C1)C(C1=CNC2=C1C1=C(NC([C@](N1)(C)COC)=O)C=N2)O